3-fluoro-N-(2-(2-fluoro-3-((1R,3R)-2-((1-fluorocyclopropyl)methyl)-3-methyl-2,3,4,9-tetrahydro-1H-pyrido[3,4-b]indol-1-yl)-4-methoxyphenoxy)ethyl)propan-1-amine FCCCNCCOC1=C(C(=C(C=C1)OC)[C@H]1N([C@@H](CC2=C1NC1=CC=CC=C21)C)CC2(CC2)F)F